C(C)(C)(C)C(COC1(CC=2C=3C=C(C=CC3N(C2C=C1)C1=C(C(=CC(=C1)C(C)(CC(C)(C)C)C)C1=CC(=CC=C1)F)O)C(C)(C)C)C(C)(C)C)COC1=CC=C(C=C1C=1C(=C(C=C(C1)C(C)(CC(C)(C)C)C)N1C2=CC=C(C=C2C=2C=C(C=CC12)C(C)(C)C)C(C)(C)C)O)F 6',6'-((2-(tert-butyl)propane-1,3-diyl)bis(oxy))bis(3-(3,6-di-tert-butyl-9H-carbazol-9-yl)-3'-fluoro-5-(2,4,4-trimethylpent-2-yl)-[1,1'-biphenyl]-2-ol)